C(C)N(CCN(CCOC(=O)OC(CCCC(=O)OCCCCCC)CCCC(=O)OCCCCCC)CCO)CC dihexyl 5-(((2-((2-(diethylamino)ethyl)(2-hydroxyethyl)amino)ethoxy)carbonyl)oxy)nonanedioate